C(#N)[C@](C)(CC(F)(F)F)N(C(=O)C1=CC(=C2N1CCC1=CC(=C(C=C21)C(=O)OC2=CC=CC=C2)OC)CCC)C phenyl (S)-3-((2-cyano-4,4,4-trifluorobutan-2-yl)(methyl)carbamoyl)-8-methoxy-1-propyl-5,6-dihydropyrrolo[2,1-a]isoquinoline-9-carboxylate